NC1=NC=2C=CC(=CC2C2=C1COC2)C(=O)N2C[C@H](OC[C@@H]2C2=NC=C(C=C2)C(F)(F)F)C |&1:21| (4-amino-1,3-dihydrofuro[3,4-c]quinolin-8-yl)-[(2R,SR)-2-methyl-5-[5-(trifluoromethyl)-2-pyridyl]morpholin-4-yl]methanone